ClC=1C=C(C(=O)N2CC=3C(=NN4C3C(C(CCC4)OC4=CC=C(C#N)C=C4)(F)F)C[C@H]2C)C=CC1Cl 4-{[(3R)-2-(3,4-Dichlorobenzoyl)-11,11-difluoro-3-methyl-1,3,4,7,8,9,10,11-octahydro-2H-pyrido[4',3':3,4]pyrazolo[1,5-a]azepin-10-yl]oxy}benzonitrile